C1=C(C=CC2=CC=CC=C12)NC1=CC=C(C=C1)NC1=CC2=CC=CC=C2C=C1 di-2-naphthyl-p-phenylenediamine